6-methyl-4-(1-methyl-2-oxo-5-phenyl-1,2-dihydropyridin-4-yl)-2-(4-(methylsulfonyl)phenyl)-1,6-dihydro-7H-pyrrolo[2,3-c]pyridin-7-one CN1C(C2=C(C(=C1)C1=CC(N(C=C1C1=CC=CC=C1)C)=O)C=C(N2)C2=CC=C(C=C2)S(=O)(=O)C)=O